C1(CCC1)C1=CC(=C(C=C1)N1C(C=CC2=CC(=CC=C12)S(=O)(=O)NC1=NOC=C1)=O)OC (P)-1-(4-cyclobutyl-2-methoxyphenyl)-N-(isoxazol-3-yl)-2-oxo-1,2-dihydroquinoline-6-sulfonamide